(+/-)-6-hydroxy-2,5,7,8-tetramethyl-chroman-2-carboxylic acid OC=1C(=C2CC[C@@](OC2=C(C1C)C)(C(=O)O)C)C |r|